4-{(1S,3S)-3-[3-(2,4-difluorophenyl)-1,2,4-oxadiazol-5-yl]-2,2-dimethylcyclopropyl}benzenesulfonamide FC1=C(C=CC(=C1)F)C1=NOC(=N1)[C@@H]1C([C@H]1C1=CC=C(C=C1)S(=O)(=O)N)(C)C